C(C1=CC=CC=C1)SC(CCCCC(=O)O)CCS[Si](C)(C)C 6-(benzylthio)-8-[(trimethylsilyl)thio]caprylic acid